BrC1=NO[C@@H](C1)C1=CC(=C(C=C1)C)OC1=CC=C(C=C1)C#C (5S)-3-bromo-5-[3-(4-ethynylphenoxy)-4-methyl-phenyl]-4,5-dihydroisoxazole